ClC1=CC=C2C(=CN(C2=C1)CCF)S(=O)(=O)NC1=C(C=C(C(=C1)F)OC(F)F)F 6-chloro-N-[4-(difluoromethoxy)-2,5-difluorophenyl]-1-(2-fluoroethyl)indole-3-sulfonamide